OC(CN1CCC(CC1)C=1C=C2C(=C(NC2=CC1)C=1C=C(C(N(C1)C)=O)C)C(C)C)C(C)C 5-(5-(1-(2-hydroxy-3-methylbutyl)piperidin-4-yl)-3-isopropyl-1H-indol-2-yl)-1,3-dimethylpyridin-2(1H)-one